6-[2-(3-pyridinyl)-5-thiazolyl]-tetrahydrobenzodiazepine N1=CC(=CC=C1)C=1SC(=CN1)C1=CC=CC2=C1CCCNN2